piperidylethyl-acrylamide N1(CCCCC1)CCC(C(=O)N)=C